BrC1=CN=C(N1C)C(=O)NC 5-bromo-N,1-dimethyl-imidazole-2-carboxamide